C(#N)C1=CC=C(C=C1)C1=C(C=C(C=C1C)C)C(C)(C)C1=C(C(=CC(=C1)C)C)C1=CC=C(C=C1)C#N 2,2-bis(4-cyanophenyl-3,5-dimethylphenyl)propane